C(C1=CC=CC=C1)N1C(=NC2=C1C=C(C=C2)C#N)C2=C(C=CC=C2)N benzyl-2-(2-aminophenyl)-1H-benzo[d]Imidazole-6-carbonitrile